fluoro-β-hydroxybutyric acid FC(C(=O)O)C(C)O